NCC(=O)NC(C(=O)NC(C(=O)O)CCC(=O)O)CSC1=C(C=C(C=C1)[N+](=O)[O-])[N+](=O)[O-] 2-(2-(2-aminoacetamido)-3-(2,4-dinitrophenylthio)propanamido)pentanedioic acid